Magnesium 5-[[4-[2-chloro-[[1-[(4-fluorophenyl)carbamoyl]cyclopropanecarbonyl] amino]phenoxy]-6-methoxy-7-quinolyl]oxy]valerat ClC1=C(OC2=CC=NC3=CC(=C(C=C23)OC)OCCCCC(=O)[O-])C=CC=C1NC(=O)C1(CC1)C(NC1=CC=C(C=C1)F)=O.[Mg+2].ClC1=C(OC2=CC=NC3=CC(=C(C=C23)OC)OCCCCC(=O)[O-])C=CC=C1NC(=O)C1(CC1)C(NC1=CC=C(C=C1)F)=O